6-((2-(2,6-dioxopiperidin-3-yl)-1-oxoisoindolin-5-yl)amino)hexanoic acid O=C1NC(CCC1N1C(C2=CC=C(C=C2C1)NCCCCCC(=O)O)=O)=O